(2S)-2-amino-N-[(2-fluoro-4-methylsulfonylphenyl)methyl]Glutaramide trifluoroacetate FC(C(=O)O)(F)F.N[C@H](C(=O)NCC1=C(C=C(C=C1)S(=O)(=O)C)F)CCC(=O)N